ClC1=NC=C(C=C1S(=O)(=O)NC[C@@H](CC)O)C(F)(F)F 2-Chloro-N-[(2R)-2-hydroxybutyl]-5-(trifluoromethyl)pyridine-3-sulfonamide